N-(2-bromo-6-chlorophenyl)-2-((1-(3-(dimethylamino)propyl)-1H-pyrazol-4-yl)amino)-4-ethoxypyrimidine-5-carboxamide BrC1=C(C(=CC=C1)Cl)NC(=O)C=1C(=NC(=NC1)NC=1C=NN(C1)CCCN(C)C)OCC